C(CCCC)OCCOCCN 2-(2-(pentyloxy)ethoxy)ethan-1-amine